6-(5,7-dichloro-6-(2-chloroethoxy)-1,2,3,4-tetrahydronaphthalen-1-yl)-3a,4,5,6,7,7a-hexahydro-1H-pyrazolo[3,4-c]pyridine ClC1=C2CCCC(C2=CC(=C1OCCCl)Cl)N1CC2C(CC1)C=NN2